CN1N=C(C=C1C=1C=2N(C(=NC1)N(C(OC(C)(C)C)=O)CC1=C(C=CC3=C1CCO3)F)C=C(N2)C(C(F)(F)F)=O)C tert-butyl (8-(1,3-dimethyl-1H-pyrazol-5-yl)-2-(2,2,2-trifluoroacetyl)imidazo[1,2-c]pyrimidin-5-yl)((5-fluoro-2,3-dihydrobenzofuran-4-yl)methyl)carbamate